C(#N)C(C(=O)O)=CC1=CC=CC=C1 cyanocinnamic acid hydroxide